BrC1=CC=C(C=C1)SC1CCN(CC1)C(=O)OC(C)(C)C tert-butyl 4-((4-bromophenyl)thio)piperidine-1-carboxylate